C1(CCCC1)/C(/C(=O)O)=C\C 2-cyclopentylcrotonic acid